(2R)-2-amino-3-hydroxy-N-[(1S,2S)-2-hydroxy-1-phenylpropyl]propanamide N[C@@H](C(=O)N[C@H]([C@H](C)O)C1=CC=CC=C1)CO